sulfo butyl ether sodium [Na].C(CCC)OS(=O)(=O)O